COCCC(N(CCO)CCO)C(=O)O 2-methoxyethyl-N,N-bis(2-hydroxyethyl)glycine